tert-butyl 4-((4-((4-([1,2,4]triazolo[1,5-a]pyridin-7-yloxy)-2-methoxy-5-methylphenyl)amino)-7-methoxyquinazolin-5-yl)oxy)-3,3-difluoropiperidine-1-carboxylate N=1C=NN2C1C=C(C=C2)OC2=CC(=C(C=C2C)NC2=NC=NC1=CC(=CC(=C21)OC2C(CN(CC2)C(=O)OC(C)(C)C)(F)F)OC)OC